Tert-Butyl (2-(1-Iodo-8-Methylimidazo[1,5-a]Pyridin-3-yl)Propan-2-yl)Carbamate IC=1N=C(N2C1C(=CC=C2)C)C(C)(C)NC(OC(C)(C)C)=O